FC=1C(=CC(=NC1)C)C[C@@H]1CC[C@H](CC1)C(=O)N1OCC[C@H]1C1=NC=C(N=C1)C trans-[4-[(5-fluoro-2-methylpyridin-4-yl)methyl]cyclohexyl]-[(3S)-3-(5-methylpyrazin-2-yl)-1,2-oxazolidin-2-yl]methanone